C[C@H]1NC(C2=CC=CC=C12)=O (R)-3-methylisoindolin-1-one